N1(C=CC2=NC=CC=C21)C(C)=O 1H-pyrrolo[3,2-b]pyridine-1-ylethanone